(1R,2S,5S)-N-[2-amino-1-(5,6-dihydro-4H-pyrrolo[1,2-b]pyrazol-6-ylmethyl)-2-oxo-ethyl]-3-[(2S)-2-amino-3,3-dimethyl-butanoyl]-6,6-dimethyl-3-azabicyclo[3.1.0]hexane-2-carboxamide NC(C(CC1CCC=2N1N=CC2)NC(=O)[C@@H]2[C@H]1C([C@H]1CN2C([C@H](C(C)(C)C)N)=O)(C)C)=O